7-bromo-N-(8-fluoro-7-methoxy-2-methylimidazo[1,2-a]pyridin-6-yl)-1,3-benzodioxole-4-carboxamide BrC1=CC=C(C2=C1OCO2)C(=O)NC=2C(=C(C=1N(C2)C=C(N1)C)F)OC